(S)-N-(1-(8-ethynyl-1-oxo-1,2-dihydroisoquinolin-3-yl)ethyl)pyrazolo[1,5-a]pyrimidine-3-carboxamide C(#C)C=1C=CC=C2C=C(NC(C12)=O)[C@H](C)NC(=O)C=1C=NN2C1N=CC=C2